bis-(1,1,2,2-tetrafluoroethyl)ether FC(C(F)F)(F)OC(C(F)F)(F)F